CC1=CC=CC(N1)=O 6-methylpyridin-2(1H)one